ClC1=CC=C(C=C1)/C=C(/C(=O)C1SCCCS1)\C1=CC=CC=C1 (E)-3-(4-Chlorophenyl)-1-(1,3-dithian-2-yl)-2-phenylprop-2-en-1-one